(3-chloro-4-fluorophenyl)(5-(methylsulfonyl)-1-((2-(trimethylsilyl)ethoxy)methyl)-1H-imidazol-2-yl)methanone ClC=1C=C(C=CC1F)C(=O)C=1N(C(=CN1)S(=O)(=O)C)COCC[Si](C)(C)C